methyl-(S)-2-(3,3-dimethyl-4-(5-oxo-4-(2,2,2-trifluoroethyl)-4,5-dihydropyrazine-2-carbonyl)piperazin-1-yl)-N-(5-(4-fluorophenoxy)pyridin-2-yl)propanamide CC(C(=O)NC1=NC=C(C=C1)OC1=CC=C(C=C1)F)(C)N1CC(N(CC1)C(=O)C=1N=CC(N(C1)CC(F)(F)F)=O)(C)C